tert-butyl (R)-5-methyl-2-(3-(((3aR,5s,6aS)-octahydrocyclopenta[c]pyrrol-5-yl)amino)propanamido)-3-(thiazolo[4,5-c]pyridin-2-yl)-4,7-dihydrothieno[2,3-c]pyridine-6(5H)-carboxylate C[C@@H]1CC2=C(CN1C(=O)OC(C)(C)C)SC(=C2C=2SC1=C(C=NC=C1)N2)NC(CCNC2C[C@@H]1[C@@H](CNC1)C2)=O